(3R)-l-1-(2,4-difluorophenyl)-8-((3S,5R)-3,5-dimethylpiperazin-1-yl)-3-(2-methoxyethoxy)-10-(trifluoromethyl)-3,4-dihydro-2H,6H-[1,4]thiazepino[2,3,4-ij]quinazolin-6-one FC1=C(C=CC(=C1)F)S1C[C@@H](CN2C(N=C(C3=CC(=CC1=C23)C(F)(F)F)N2C[C@@H](N[C@@H](C2)C)C)=O)OCCOC